N-(4-methyl-3-((4-(pyridin-3-yl)thiazol-2-yl)amino)phenyl)-4-oxo-4-phenylbutanamide CC1=C(C=C(C=C1)NC(CCC(C1=CC=CC=C1)=O)=O)NC=1SC=C(N1)C=1C=NC=CC1